1-(4-methoxybenzyl)-3-(4-((2-oxopiperazin-1-yl)methyl)phenyl)urea COC1=CC=C(CNC(=O)NC2=CC=C(C=C2)CN2C(CNCC2)=O)C=C1